ClC=1C=C2C=C(NC2=CC1)CNC(N(C1CN(CCC1)C(=O)C=1C=2N(C=CC1)C=NN2)C)=O 3-[(5-chloro-1H-indol-2-yl)methyl]-1-methyl-1-(1-{[1,2,4]triazolo[4,3-a]pyridine-8-carbonyl}piperidin-3-yl)urea